(1-(5-fluoropyridin-2-yl)pyrrolidin-3-yl)methanamine FC=1C=CC(=NC1)N1CC(CC1)CN